6-cyclopropyl-8-fluoro-2-(6-(1-(tetrahydro-2H-pyran-2-yl)-1H-pyrazolo[3,4-d]pyrimidin-4-yl)-1,2,3,4-tetrahydronaphthalen-1-yl)isoquinolin-1(2H)-one C1(CC1)C=1C=C2C=CN(C(C2=C(C1)F)=O)C1CCCC2=CC(=CC=C12)C1=C2C(=NC=N1)N(N=C2)C2OCCCC2